C[Sn](C=1[Te]C(=CC1)[Sn](C)(C)C)(C)C 2,5-bis(trimethylstannyl)tellurophene